(E)-2-(4-bromostyryl)-4,4-dimethyloxetane BrC1=CC=C(/C=C/C2OC(C2)(C)C)C=C1